BrC=1C=C(C=NC1)/C=C/C#N (E)-3-(5-bromopyridin-3-yl)acrylonitrile